3-(furan-2-yl)acrylamide O1C(=CC=C1)C=CC(=O)N